C(C)(C)N([C@@H]1[C@H](CNC1)O)C (3S,4S)-4-(Isopropyl(methyl)amino)pyrrolidin-3-ol